C(C)(=O)OC(CC)(CC)C 3-acetoxy-3-methylpentane